N1=C(C=CC=C1)CCN1CCC(CC1)N 1-[2-(pyridin-2-yl)ethyl]hexahydropyridin-4-amine